C(CCC\C=C/CC)OC(CCC(=O)OCC(COC(CCC(OCCCC\C=C/CC)OCCCC\C=C/CC)=O)COC(=O)C1(CN(CC1)C)C)OCCCC\C=C/CC 2-(((1,3-dimethylpyrrolidine-3-carbonyl)oxy)methyl)propane-1,3-diyl bis(4,4-bis(((Z)-oct-5-en-1-yl)oxy)butanoate)